4,4'-((1r,3r)-adamantane-2,2-diyl)diphenol C12C(C3CC(CC(C1)C3)C2)(C2=CC=C(C=C2)O)C2=CC=C(C=C2)O